C(C#CC)N1C(=NC=2N(C(N(C(C12)=O)CC1=C(C(=O)OCCOCCN=[N+]=[N-])C=C(C=C1)Cl)=O)C)N1C[C@@H](CCC1)NC(=O)OC(C)(C)C 2-(2-azidoethoxy)ethyl (R)-2-((7-(but-2-yn-1-yl)-8-(3-((tert-butoxycarbonyl)amino)piperidin-1-yl)-3-methyl-2,6-dioxo-2,3,6,7-tetrahydro-1H-purin-1-yl)methyl)-5-chlorobenzoate